((benzyloxy)methyl)-5,7-diazaspiro[3.5]nonane-6,8-dione C(C1=CC=CC=C1)OCC1CCC12NC(NC(C2)=O)=O